(S)-heptadeca-1,4-diyn-3-ol C#C[C@@H](C#CCCCCCCCCCCCC)O